4-(1-chloroallyl)catechol di-n-butanoate C(CCC)(=O)OC=1C(OC(CCC)=O)=CC(=CC1)C(C=C)Cl